2-{[1-{4-[(3-amino-propyl)-(3-dimethylamino-propyl)-carbamoyl]-2-isopropyl-phenyl}-5-(2,6-dimethoxy-phenyl)-1H-pyrazole-3-carbonyl]-amino}-adamantane-2-carboxylic acid tert-butyl ester C(C)(C)(C)OC(=O)C1(C2CC3CC(CC1C3)C2)NC(=O)C2=NN(C(=C2)C2=C(C=CC=C2OC)OC)C2=C(C=C(C=C2)C(N(CCCN(C)C)CCCN)=O)C(C)C